6-(CYCLOHEXYLMETHOXY)-9H-PURIN C1(CCCCC1)COC1=C2N=CNC2=NC=N1